ClCC(=O)NCC1=CC(=C(C=C1)O)O 2-chloro-N-(3,4-dihydroxybenzyl)acetamide